3-fluoro-4-(isopropyl-((6-(trifluoromethyl)pyridin-2-yl)methyl)amino)benzoic acid methyl ester COC(C1=CC(=C(C=C1)N(CC1=NC(=CC=C1)C(F)(F)F)C(C)C)F)=O